ethyl 2-[1-cyclobutyl-6-(5-methyl-1H-1,2,3,4-tetrazol-1-yl)-1H-1,3-benzodiazol-2-yl]-5-ethoxy-1-methyl-6-oxo-1,6-dihydropyrimidine-4-carboxylate C1(CCC1)N1C(=NC2=C1C=C(C=C2)N2N=NN=C2C)C=2N(C(C(=C(N2)C(=O)OCC)OCC)=O)C